Sodium 2-(((5Z,8Z,11Z,14Z,17Z)-icosa-5,8,11,14,17-pentaen-1-yl)oxy)butanoate C(CCC\C=C/C\C=C/C\C=C/C\C=C/C\C=C/CC)OC(C(=O)[O-])CC.[Na+]